(R)-3-(tert-butyl)-N-(1-(2-chloro-4-(2-(cyclopropanecarboxamido)pyridin-4-yl)phenyl)ethyl)-1,2,4-oxadiazole-5-carboxamide C(C)(C)(C)C1=NOC(=N1)C(=O)N[C@H](C)C1=C(C=C(C=C1)C1=CC(=NC=C1)NC(=O)C1CC1)Cl